NC1=NC(=NN1C(=O)NC1=CC=C(C=C1)C1=CC=CC(=N1)C(=O)O)NC1=CC=C(C=C1)S(N)(=O)=O 6-(4-(5-amino-3-((4-sulfamoylphenyl)amino)-1H-1,2,4-triazole-1-carboxamido)phenyl)picolinic acid